ClC1=C(N(N=C1)C)C=1C=C(C=CC1OC)NC(=O)NC1=C(C=C(C=C1)F)F 1-[3-(4-Chloro-2-methyl-2H-pyrazol-3-yl)-4-methoxy-phenyl]-3-(2,4-difluoro-phenyl)-urea